CN1N=CC(=C1)C(=O)N[C@H]1C[C@H](CCC1)NC1=CC(=NC2=CC=C(N=C12)C)C(F)(F)F 1-methyl-N-((1R,3S)-3-((6-methyl-2-(trifluoromethyl)-1,5-naphthyridin-4-yl)amino)cyclohexyl)-1H-pyrazole-4-carboxamide